FC1=C(C=C(C=C1)OC=1C(=C2C=CN(C2=CC1F)S(=O)(=O)C1=CC=C(C=C1)C)S(=O)(=O)C)C=1NC(=CN1)CCCN 3-[2-[2-Fluoro-5-[6-fluoro-4-methylsulfonyl-1-(p-tolylsulfonyl)indol-5-yl]oxy-phenyl]-1H-imidazol-5-yl]propan-1-amine